4-(cyclopropylmethoxy)-2-fluoro-5-nitrobenzaldehyde C1(CC1)COC1=CC(=C(C=O)C=C1[N+](=O)[O-])F